CCCC1C(CCCC=CCC)C(=O)OC1=O dodecane-9-en-4,5-dicarboxylic anhydride